CC1(OC2=C(C1)C=C(C(=C2)C=2N=CN(C2)C)NC(=O)C=2C=NN1C2N=CC=C1)C N-(2,2-dimethyl-6-(1-methyl-1H-imidazol-4-yl)-2,3-dihydrobenzofuran-5-yl)pyrazolo[1,5-a]pyrimidine-3-carboxamide